C(C)(C)(C)OC(=O)N1[C@@H]2CN([C@H](C1)C2)CC2=C(C=C(C=C2)F)F.FC2=C(CN1[C@@H]3CN[C@H](C1)C3)C=CC(=C2)F (1S,4S)-2-(2,4-difluorobenzyl)-2,5-diazabicyclo[2.2.1]heptane Tert-butyl-(1S,4S)-5-(2,4-difluorobenzyl)-2,5-diazabicyclo[2.2.1]heptan-2-carboxylate